N-(tert-butoxycarbonyl)-1,3-phenylenediamine C(C)(C)(C)OC(=O)NC1=CC(=CC=C1)N